4-(4-hydroxy-3-methoxybenzyl)-7-hydroxyquinoline OC1=C(C=C(CC2=CC=NC3=CC(=CC=C23)O)C=C1)OC